N1C(C=CC=C1)=O Pyridine-2(1H)-on